8-(4-chloro-3-(trifluoromethyl)phenyl)-2-(2-(3,3-difluoroazetidin-1-yl)-2-oxoethyl)isoquinolin-1(2H)-one ClC1=C(C=C(C=C1)C=1C=CC=C2C=CN(C(C12)=O)CC(=O)N1CC(C1)(F)F)C(F)(F)F